tert-butyl (E)-(2-(4-(5-((tert-butoxycarbonyl)(methyl)amino)pyrazin-2-yl)but-1-en-3-yn-1-yl)benzo[d]thiazol-6-yl)(2-((tert-butyldimethylsilyl)oxy)-3-fluoropropyl)carbamate C(C)(C)(C)OC(=O)N(C=1N=CC(=NC1)C#C/C=C/C=1SC2=C(N1)C=CC(=C2)N(C(OC(C)(C)C)=O)CC(CF)O[Si](C)(C)C(C)(C)C)C